acetate (2-((1S,4aS,8aS)-5,5,8a-trimethyl-2-methylenedecahydronaphthalen-1-yl)ethyl acetate) CC1([C@@H]2CCC([C@@H]([C@]2(CCC1)C)CCCC(=O)O)=C)C.C(C)(=O)O